NC1=C(C(=O)NC2=NC=CC=C2)C=C(C=C1)Br 2-amino-5-bromo-N-(pyridin-2-yl)benzamide